P(OC1=C(C=C(C=C1)C(C)(C)C)C(C)(C)C)(OC1=C(C=C(C=C1)C(C)(C)C)C(C)(C)C)OC1=C(C=C(C=C1)C(C)(C)C)C(C)(C)C.[K] potassium tris(2,4-di-t-butylphenyl) phosphite